(R)-6-cyclopropyl-2-(4,4-difluoroazepan-1-yl)-4-methyl-N-(3-(S-methylsulfonimidoyl)phenyl)-5-(trifluoromethyl)nicotinamide C1(CC1)C1=NC(=C(C(=O)NC2=CC(=CC=C2)[S@@](=O)(=N)C)C(=C1C(F)(F)F)C)N1CCC(CCC1)(F)F